COC1=CC=C(C=C1)NC(=O)C=C N-(4-methoxyphenyl)acrylamide